C(C)(=O)[O-].C(CCCCCCCCCC)[NH+]1C(=CC=C1)CCCC 1-Undecyl-2-butylpyrrolium acetat